C(C)(=O)OC1=C(C(=CC=C1)CCO[N+](=O)[O-])OC(C)=O (2-(nitrooxy) ethyl)-1,2-phenylene diacetate